tert-butyl (R)-2-((4-((1-(3-((6-(((benzyloxy)carbonyl)amino)hexyl)oxy)phenyl)-ethyl)amino)-6-(1,1-dioxidothiomorpholino)pyrido[3,4-d]pyrimidin-8-yl)oxy)acetate C(C1=CC=CC=C1)OC(=O)NCCCCCCOC=1C=C(C=CC1)[C@@H](C)NC=1C2=C(N=CN1)C(=NC(=C2)N2CCS(CC2)(=O)=O)OCC(=O)OC(C)(C)C